O=C1N(CCN1CCNCCNCC#N)CCNCCNCC#N 2,2'-(((((2-oxoimidazolidine-1,3-diyl)bis(ethane-2,1-diyl))bis(azanediyl))bis(eth-ane-2,1-diyl))bis(azanediyl))diacetonitrile